O=C1OCCN1S(=O)(=O)N 2-oxooxazolidine-3-sulfonamide